2,4,7-Trimethyl-9-propan-2-yl-9H-xanthene-3,6-diol CC1=CC=2C(C3=CC(=C(C=C3OC2C(=C1O)C)O)C)C(C)C